ClC=1C(=CC(=C(C1)C1=C(C=C(C=C1)F)C#C)F)C(=O)NC1=CC(=NC=C1)C(F)(F)F 5-chloro-2'-ethynyl-2,4'-difluoro-N-(2-(trifluoromethyl)pyridin-4-yl)-(1,1'-biphenyl)-4-carboxamide